CC1=CC=C(C=C1)S(=O)(=O)OCCOCCOCCOCCOCCOCCOCCOCCOCCOCCOCCOCCOCCOCCOCCOCCOCCOCCOCCOCCOCCOCCOCCOCCN=[N+]=[N-] 71-azido-3,6,9,12,15,18,21,24,27,30,33,36,39,42,45,48,51,54,57,60,63,66,69-tricosaoxahenheptacontyl 4-methylbenzenesulfonate